C1(NCC2CC=CC=C12)=O Dihydroisoindolinone